2,2,3,3-Tetra-methylbutyl-trimethoxysilan CC(C[Si](OC)(OC)OC)(C(C)(C)C)C